C(#C)C1=CC(=C(C=C1)NS(=O)(=O)C1=CNC2=CC(=CC=C12)OC)F N-(4-ethynyl-2-fluorophenyl)-6-methoxy-1H-indole-3-sulfonamide